O=C1NC(CCC1N1C(C2=CC(=C(C=C2C1=O)N1CCN(CC1)C1CC(C1)C(=O)O)F)=O)=O 3-(4-(2-(2,6-dioxopiperidin-3-yl)-6-fluoro-1,3-dioxoisoindolin-5-yl)piperazin-1-yl)cyclobutane-1-carboxylic acid